CC1=C(C=C(C=C1)NC(=O)N1CC2CCC(C1)O2)C=2OC=C(N2)C N-[4-methyl-3-(4-methyl-2-oxazolyl)phenyl]-8-oxa-3-azabicyclo[3.2.1]octane-3-carboxamide